dodecylanilinium tetrakis(pentafluorophenyl)borate FC1=C(C(=C(C(=C1[B-](C1=C(C(=C(C(=C1F)F)F)F)F)(C1=C(C(=C(C(=C1F)F)F)F)F)C1=C(C(=C(C(=C1F)F)F)F)F)F)F)F)F.C(CCCCCCCCCCC)[NH2+]C1=CC=CC=C1